C(C)C1CCOCC1 4-ethanyl-tetrahydro-2H-pyran